Cl.NC1=CC=C(C=C1)C1=CC=2N=C(N=C(C2S1)N1CCOCC1)C=1C=C(C=CC1)NC(C1=CN=CC=C1)=O N-(3-(6-(4-aminophenyl)-4-morpholinothieno[3,2-d]pyrimidin-2-yl)phenyl)nicotinamide hydrochloride